BrC1=CC2=C(C3=C(O2)C=C2C=CC=CC2=C3)C=C1 3-bromonaphtho[2,3-b]benzofuran